Cl.NC(C(=O)N1CCN(CC1)C(=O)NC1=NC(N(C=C1)C1=CC=2CC(CCC2C=C1)N1CC(C1)CN)=O)(C)C 4-(2-amino-2-methylpropionyl)-N-(1-(7-(3-(aminomethyl)azetidin-1-yl)-5,6,7,8-tetrahydronaphthalen-2-yl)-2-oxo-1,2-dihydropyrimidin-4-yl)piperazine-1-carboxamide hydrochloride